2-chloro-N-((5-fluoro-2-methoxybenzyl)carbamoyl)-N-(4-methoxy-3-(pentyloxy)phenyl)acetamide ClCC(=O)N(C1=CC(=C(C=C1)OC)OCCCCC)C(NCC1=C(C=CC(=C1)F)OC)=O